N-(1-(3-chloro-4-fluorophenyl)-2,2,2-trifluoroethylidene)-2-methylpropane-2-sulfinamide ClC=1C=C(C=CC1F)C(C(F)(F)F)=NS(=O)C(C)(C)C